OC\C(=C/CC1=C(C(=O)OC)C=C(C=C1)C)\C1=CC=CC=C1 (Z)-methyl 2-(4-hydroxy-3-phenyl-2-buten-1-yl)-5-methylbenzoate